C(C=C)N(C(C1=C(C=CC=C1)I)=O)C(C(=O)NC1CCCCC1)C1=CC=C(C=C1)[N+](=O)[O-] N-allyl-N-(2-(cyclohexylamino)-1-(4-nitrophenyl)-2-oxoethyl)-2-iodobenzamide